1-((3R,4S)-4-((5-(1-(3,3-difluorocyclobutyl)-1H-benzo[d][1,2,3]triazol-6-yl)-6-fluoro-4-methoxypyrrolo[2,1-f][1,2,4]triazin-2-yl)amino)-3-fluoropiperidin-1-yl)ethan-1-one FC1(CC(C1)N1N=NC2=C1C=C(C=C2)C=2C(=CN1N=C(N=C(C12)OC)N[C@@H]1[C@@H](CN(CC1)C(C)=O)F)F)F